CC1=C(OC=2CCC3=CN(N=C3C21)CC=2C=NC(=CC2)C)C(=O)NC[C@H]2OCCC2 8-methyl-2-[(6-methylpyridin-3-yl)methyl]-N-[(2S)-tetrahydrofuran-2-ylmethyl]-4,5-dihydro-2H-furo[2,3-g]indazole-7-carboxamide